2-(2,6-dioxopiperidin-3-yl)-1,3-dioxoisoindoline-5-carboxamide O=C1NC(CCC1N1C(C2=CC=C(C=C2C1=O)C(=O)N)=O)=O